P([O-])(=O)(N)Cl PHOSPHORAMIDOCHLORIDATE